2-[(3-dibutylaminopropyl)ethoxymethylsilyl]styrene C(CCC)N(CCC[SiH](C1=C(C=C)C=CC=C1)COCC)CCCC